N1C=NC=C1.C12=CC=C(N1)C=C1C=CC(=N1)C=C1C=CC(N1)=CC=1C=CC(N1)=C2.[Cu] copper porphyrin imidazole salt